NC1=CC(=NC=C1C(=O)O)SC(F)(F)F 4-amino-6-((trifluoromethyl)thio)nicotinic acid